N=1NN=NC1C1=CC=C(C=C1C1=CC=C(C=C1)CN1C(=NC(=C1C(=O)N)CC)CCC)C1=CC=CC=C1 1-((6'-(2H-tetrazol-5-yl)-[1,1':3',1''-terphenyl]-4-yl)methyl)-4-ethyl-2-propyl-1H-imidazole-5-carboxamide